O1CCC(CC1)C1=NN=C(O1)S (tetrahydro-2H-pyran-4-yl)-1,3,4-oxadiazole-2-thiol